ClC=1C=C(C=CC1)C([C@@H](OC(=O)N[C@H](C(=O)N[C@H](C(=O)OC)C[C@@H]1C(NCC1)=O)CCCC)C1=CC=CC=C1)(C)C methyl (S)-2-((S)-2-((((S)-2-(3-chlorophenyl)-2-methyl-1-phenyl propoxy)carbonyl)amino)hexanamido)-3-((R)-2-oxopyrrolidin-3-yl)propanoate